1,3-dichloro-5-(3,3-diethoxyprop-1-en-1-yl)benzene ClC1=CC(=CC(=C1)C=CC(OCC)OCC)Cl